(E)-6-((4-chlorophenyl)imino)methyl-N-(pyridin-2-yl)pyridin-2-amine ClC1=CC=C(C=C1)\N=C\C1=CC=CC(=N1)NC1=NC=CC=C1